C(#N)[C@H]1[C@@H](C1)C1=CC(=NC(=N1)C(C)(F)F)N1CC2(C=3C=NC(=CC31)NC(C)=O)CC2 |r| Trans-rac-N-(1'-(6-(2-cyanocyclopropyl)-2-(1,1-difluoroethyl)pyrimidin-4-yl)-1',2'-dihydrospiro[cyclopropane-1,3'-pyrrolo[3,2-c]pyridin]-6'-yl)acetamide